(1S,2S,3R,5S)-3-((5-chloro-4-(4-fluoro-2-(2-hydroxypropan-2-yl)-1-isopropyl-1H-benzo[d]imidazol-6-yl)pyrimidin-2-yl)amino)-6,8-dioxabicyclo[3.2.1]octan-4,4,7,7-d4-2-ol ClC=1C(=NC(=NC1)N[C@H]1[C@@H]([C@@H]2C(O[C@H](C1([2H])[2H])O2)([2H])[2H])O)C=2C=C(C1=C(N(C(=N1)C(C)(C)O)C(C)C)C2)F